Histidine Monohydrochloride Monohydrate O.Cl.N[C@@H](CC1=CNC=N1)C(=O)O